3-[1-(5-benzyl-pyrimidin-2-yl)pyrrolidin-3-yl]-6-(1-methyl-1H-pyrazol-4-yl)pyrazolo[1,5-a]pyridine C(C1=CC=CC=C1)C=1C=NC(=NC1)N1CC(CC1)C=1C=NN2C1C=CC(=C2)C=2C=NN(C2)C